OC1C(C(C=2SC=CC21)O)=[N+](O[K])[O-] [(4,6-dihydroxy-4,6-dihydrocyclopenta[b]thiophen-5-ylidene)-oxido-ammonio]oxypotassium